2-(8-hydroxy-1,4-dioxaspiro[4.5]dec-8-yl)-4-methylmorpholine-3-one OC1(CCC2(OCCO2)CC1)C1C(N(CCO1)C)=O